furfuryl-malononitrile C(C1=CC=CO1)C(C#N)C#N